CC(=C)CC(C)(C)C 2,4,4-Trimethylpentene